ClC=1C(=C(NC2=C(C=NC3=CC=C(N=C23)N2[C@@H]3CN([C@H](C2)C3)C(C=C)=O)C#N)C=CC1OCC1CC1)F 4-[3-Chloro-4-(cyclopropylmethoxy)-2-fluoro-anilino]-6-[(1S,4S)-5-prop-2-enoyl-2,5-diazabicyclo[2.2.1]heptan-2-yl]-1,5-naphthyridine-3-carbonitrile